[5-(1-octylnonoxy)-5-oxo-pentyl] (2S)-4-hydroxypyrrolidine-2-carboxylate OC1C[C@H](NC1)C(=O)OCCCCC(=O)OC(CCCCCCCC)CCCCCCCC